COC(=O)C1CCN(CC1)CC1=CC=C(C=C1)C#C[Si](C)(C)C 1-(4-((trimethylsilyl)ethynyl)benzyl)piperidine-4-carboxylic acid methyl ester